2,4,6-trimethylbenzoylphenyl-ethoxyphosphine oxide CC1=C(C(=O)P(OCC)(C2=CC=CC=C2)=O)C(=CC(=C1)C)C